8-Chloro-3-(2-hydroxy-ethyl)-indolizine-1-carboxylic acid (4,4-difluoro-cyclohexylmethyl)-amide FC1(CCC(CC1)CNC(=O)C=1C=C(N2C=CC=C(C12)Cl)CCO)F